1H-pyrrolo[3,4-c]pyridin-3(2H)-one dihydrochloride Cl.Cl.C1NC(C=2C=NC=CC21)=O